C(C)(C)(C)OC(=O)CN(CCN)CCN=C=S N-(tert-Butoxycarbonylmethyl)-N-(2-isothiocyanatoethyl)-ethylenediamine